(3r,5r)-5-fluoro-1-methylpiperidin-3-amine F[C@@H]1C[C@H](CN(C1)C)N